N1=C(C=CC=C1)C=1NC(=NN1)CN1C(OC2=C1C=CC=C2)=O 3-((5-(PYRIDIN-2-YL)-4H-1,2,4-TRIAZOL-3-YL)METHYL)BENZO[D]OXAZOL-2(3H)-ONE